3-((1-oxo-6-(phenylsulfonyl)phthalazin-2(1H)-yl)methyl)thiophene-2-carboxylic acid O=C1N(N=CC2=CC(=CC=C12)S(=O)(=O)C1=CC=CC=C1)CC1=C(SC=C1)C(=O)O